1,4-bis(vinyloxymethyl)cyclohexane C(=C)OCC1CCC(CC1)COC=C